C(C)(C)(C)OC(NC1=C(OC2=C1CCCC2)CC)=O (2-Ethyl-4,5,6,7-tetrahydro-1-benzofuran-3-yl)carbamic acid tert-butyl ester